C(C)(C)(C)OC(=O)N(C(OC(C)(C)C)=O)C1=NN2C(C=C(C=C2)C2=C(C(=C(C=C2)C)OCCC(C(C2=CC=C(C=C2)F)(F)F)F)F)=N1 tert-butyl (tert-butoxycarbonyl)(7-(2-fluoro-4-methyl-3-(3,4,4-trifluoro-4-(4-fluorophenyl)butoxy)phenyl)-[1,2,4]triazolo[1,5-a]pyridin-2-yl)carbamate